(S)-N-(6-methyl-5-((4-(2-(piperidin-3-ylamino)pyrimidin-4-yl)pyridazin-3-yl)oxy)naphthalen-1-yl)propane-1-sulfonamide CC=1C(=C2C=CC=C(C2=CC1)NS(=O)(=O)CCC)OC=1N=NC=CC1C1=NC(=NC=C1)N[C@@H]1CNCCC1